C(C)(C)(C)OC(=O)N1C[C@H](CC1)[C@@H](C(=O)OC(C)(C)C)CC=1C=CC2=C(C(=CO2)C/C=N/O)C1.FC(C(C(C(C(C(F)(F)F)(F)F)(F)F)(F)F)(F)F)(F)C(C)O[Si](OCC)(OCC)CC (perfluorohexyl)ethyl-triethoxysilane tert-butyl-(R)-3-((S)-1-(tert-butoxy)-3-(3-((E)-2-(hydroxyimino)ethyl)benzofuran-5-yl)-1-oxopropan-2-yl)pyrrolidine-1-carboxylate